4,5-dimethyl-2-nitroaniline CC1=CC(=C(N)C=C1C)[N+](=O)[O-]